3-oxo-3,4-dihydropyrazine-2-carboxamide O=C1C(=NC=CN1)C(=O)N